N-(4-{[6-(5-Chloro-2-Fluorophenyl)-3-Methylpyridazin-4-yl]Amino}Pyridin-2-yl)-3-{4-[2-(Methylamino)Ethyl]Piperazin-1-yl}Propanamid ClC=1C=CC(=C(C1)C1=CC(=C(N=N1)C)NC1=CC(=NC=C1)NC(CCN1CCN(CC1)CCNC)=O)F